2-hydroxy-3-methacryloyloxypropyl-sulfonic acid OC(CS(=O)(=O)O)COC(C(=C)C)=O